C1(CC1)NC(NC=1C=C(C2=C(N=C(N=C2)SC)N1)C#C[Si](C(C)C)(C(C)C)C(C)C)=O 3-cyclopropyl-1-[2-(methylsulfanyl)-5-[2-(triisopropylsilyl)ethynyl]pyrido[2,3-d]pyrimidin-7-yl]urea